2-amino-5-(octyloxy)-5-oxopentanoic acid NC(C(=O)O)CCC(=O)OCCCCCCCC